N(=NC1=CC=NC2=C3N=C4C(=CC3=CC=C12)C=CC=C4)C4=CC=NC1=C2N=C3C(=CC2=CC=C41)C=CC=C3 4,4'-azodibenzophenanthroline